NCCC(C(CCCCN)C)C 1,8-diamino-3,4-dimethyloctane